C(C1=CC=CC=C1)C(CCN)N 1-benzylpropane-1,3-diamine